NC1=NC(=CC=C1[N+](=O)[O-])O 2-Amino-3-nitro-6-hydroxypyridine